3,5-Dichloro-bipyrazine-2-carbonitrile ClC=1C(NC=C(N1)Cl)(C1=NC=CN=C1)C#N